BrC=1C(=NC=2N(C1)C=C(N2)C21COC(C2)(C1)C)OC1CC1 6-Bromo-7-cyclopropoxy-2-(1-methyl-2-oxabicyclo[2.1.1]hexan-4-yl)imidazo[1,2-a]pyrimidine